isopropyl 2-((5-acrylamido-4-(4-cyclopropyl-piperazin-1-yl)-2-methoxy-phenyl)amino)-4-(3,3,5-trimethyl-2,3-dihydro-1H-pyrrolo[3,2-b]pyridin-1-yl)pyrimidine-5-carboxylate C(C=C)(=O)NC=1C(=CC(=C(C1)NC1=NC=C(C(=N1)N1CC(C2=NC(=CC=C21)C)(C)C)C(=O)OC(C)C)OC)N2CCN(CC2)C2CC2